BrC=1C=C(C=C(C1)N1[C@@H](CCC1)C)CN(C)C (R)-1-(3-bromo-5-(2-methylpyrrolidin-1-yl)phenyl)-N,N-dimethylmethylamine